ClC1=C(C(=CC=C1C)OC(N(CC)CC)=O)C=1CCN(CC1)C(=O)OC(C)(C)C tert-butyl 4-[2-chloro-6-[(diethylcarbamoyl)oxy]-3-methylphenyl]-1,2,3,6-tetrahydropyridine-1-carboxylate